CC(=O)C1=C2C(=CC(=N1)C(=O)N/C=C\\C(=O)OC)C3=C(N2)C(=CC=C3)O The molecule is a beta-carboline alkaloid isolated from Stellaria dichotoma var. lanceolata. It has a role as a plant metabolite. It is a beta-carboline alkaloid, an aromatic ketone, a member of phenols, an enoate ester, a methyl ester and a secondary carboxamide.